1-amino-1-deoxy-D-glucitol NC[C@H](O)[C@@H](O)[C@H](O)[C@H](O)CO